ClC=1C=CC2=C(N=C(O2)C2CC3(CC(C3)NC(=O)C3CN(CC3)C(=O)OC(C)(C)C)C2)C1 tert-butyl 3-[[6-(5-chloro-1,3-benzoxazol-2-yl)spiro[3.3]heptan-2-yl]carbamoyl]pyrrolidine-1-carboxylate